1-methyl-1-hexylpyrrolidinium C[N+]1(CCCC1)CCCCCC